C(CCC)[Sn](C1=CC2=C(C=C(S2)C2=C(C=C(C=C2OC2=CC=CC=C2)OC2=CC=CC=C2)OC2=CC=CC=C2)S1)(CCCC)CCCC 2-tri-n-butylstannyl-5-(2,4,6-triphenoxyphenyl)thienothiophene